methyl 6-cyclopropyl-2-(4,4-difluoroazepan-1-yl)-4-methyl-5-(trifluoromethyl)nicotinate C1(CC1)C1=NC(=C(C(=O)OC)C(=C1C(F)(F)F)C)N1CCC(CCC1)(F)F